C(C)(C)(C)OC(=O)N1[C@H](CN(CC1)C=1C2=C(N=C(N1)OC[C@H]1N(CCC1)C)C(=C(N=C2)C2=CC=CC=1CCCCC21)F)CC#N (S)-2-(cyanomethyl)-4-(8-fluoro-2-(((S)-1-methylpyrrolidin-2-yl)methoxy)-7-(5,6,7,8-Tetrahydronaphthalen-1-yl)pyrido[4,3-d]pyrimidin-4-yl)piperazine-1-carboxylic acid tert-butyl ester